N-methyl-3-((1,7,7-trimethylbicyclo[2.2.1]heptan-2-yl)thio)propanamide CNC(CCSC1C2(CCC(C1)C2(C)C)C)=O